C1(CCCCCC1)\C=N\S(=O)C(C)(C)C (NE)-N-(cycloheptylmethylene)-2-methylpropane-2-sulfinamide